ClC1=NC(=NC(=C1)N1N=C(C=C1)C1=CC(=CC=C1)OC)OCC1OC(OC1)(C)C 4-chloro-2-((2,2-dimethyl-1,3-dioxolan-4-yl)methoxy)-6-(3-(3-methoxyphenyl)-1H-pyrazol-1-yl)pyrimidine